acryloxy-p-chloroxylenol C(C=C)(=O)OC=1C(C(C=CC1Cl)(C)O)C